(E)-10-(3,4-Dimethoxybenzylidene)-3,3-dimethyl-2,3,4a,9,9a,10-hexahydro-1H-indeno[1,2-c]pyrazolo[1,2-a]pyrazol-1-one COC=1C=C(\C=C\2/C3C(N4N2C(CC4(C)C)=O)C=4C=CC=CC4C3)C=CC1OC